N1C(=NC=C1)C(C1=CC=CC=C1)C#CC(=O)NC1=CC(=C(C=C1)OC)Cl ((1H-imidazol-2-yl)(phenyl)methyl)-N-(3-chloro-4-methoxyphenyl)-propiolamide